1,4-dimethylol-cyclohexane C(O)C1CCC(CC1)CO